COC=1N=C2C(=CC=NC2=CC1OC)OC1=CC=C(C=C1)NC(=O)C1=C(N(C(=C(C1=O)C=1OC=CC1)C)C)C N-[4-[(6,7-dimethoxy-1,5-naphthyridin-4-yl)oxy]phenyl]-5-(furan-2-yl)-1,2,6-trimethyl-4-oxopyridine-3-carboxamide